2,4-difluoro-N-(1-(naphthalen-1-ylsulfonyl)-1,2,3,4-tetrahydroquinolin-7-yl)benzenesulfonamide FC1=C(C=CC(=C1)F)S(=O)(=O)NC1=CC=C2CCCN(C2=C1)S(=O)(=O)C1=CC=CC2=CC=CC=C12